N[C@H](C(C)C)C(=O)O[C@@H]1[C@H](O[C@]([C@@H]1O)(C1=CC=C2C(=NC=NN21)NC(C(C)(C)OC)=O)C#N)COC(CC2CCC2)=O (2R,3S,4R,5R)-5-cyano-2-((2-cyclobutylacetoxy)methyl)-4-hydroxy-5-(4-(2-methoxy-2-methylpropanamido)pyrrolo[2,1-f][1,2,4]triazin-7-yl)tetrahydrofuran-3-yl D-valinate